C(C1=CC=CC=C1)OC1=C(C(=CC(=C1)Cl)O)C(=O)N1CC2=CC(=CC(=C2C1)N[C@H]1COCC1)OC (R)-(2-(Benzyloxy)-4-chloro-6-hydroxyphenyl)(6-methoxy-4-((tetrahydrofuran-3-yl)amino)isoindolin-2-yl)methanone